C(C)OC1(COC1)C1=CN(C2=NC=CC(=C21)OC2=C(C=C(C=C2F)NC(OCC2=CC=CC=C2)=O)F)COCC[Si](C)(C)C benzyl (4-{[3-(3-ethoxyoxetan-3-yl)-1-{[2-(trimethylsilyl)ethoxy]methyl}-1H-pyrrolo[2,3-b]pyridin-4-yl]oxy}-3,5-difluorophenyl)carbamate